C1(CC1)N1N=CC(=C1)C1=CC(=NC=C1)N(C(=O)[C@@H]1CC[C@H](CC1)CC(=O)O)CC12CCC(CC1)(CC2)C2=CC(=C(C=C2)OC)C trans-2-(4-((4-(1-Cyclopropyl-1H-pyrazol-4-yl)pyridin-2-yl)((4-(4-methoxy-3-methylphenyl)bicyclo[2.2.2]octan-1-yl)methyl)carbamoyl)-cyclohexyl)acetic acid